6-(7-(piperidine-1-carbonyl)-2,3-dihydro-4H-benzo[b][1,4]oxazin-4-yl)nicotinic acid methyl ester COC(C1=CN=C(C=C1)N1C2=C(OCC1)C=C(C=C2)C(=O)N2CCCCC2)=O